3-((2-methylbenzyl)oxy)aniline CC1=C(COC=2C=C(N)C=CC2)C=CC=C1